3-amino-N-[(2R)-2-hydroxy-3-methoxypropyl]-5-{[4-(trifluoromethyl)phenyl]sulfonyl}pyridine-2-carboxamide NC=1C(=NC=C(C1)S(=O)(=O)C1=CC=C(C=C1)C(F)(F)F)C(=O)NC[C@H](COC)O